FC(C1=C(C=C2CCCN(C2=C1)C1=NN(C2=C1CN(CC2)C(=O)NC)C2CCNCC2)C=2C=NN(C2)C)F (7-(difluoromethyl)-6-(1-methyl-1H-pyrazol-4-yl)-3,4-dihydroquinolin-1(2H)-yl)-N-methyl-1-(piperidin-4-yl)-1,4,6,7-tetrahydro-5H-pyrazolo[4,3-c]pyridine-5-carboxamide